C(C)(C)(C)OC(=O)N1CC2=C(CCC1)C=C(C=C2)\C=C\C(=O)OCC (E)-7-(3-ethoxy-3-oxoprop-1-en-1-yl)-1,3,4,5-tetrahydro-2H-benzo[c]azepine-2-carboxylic acid tert-butyl ester